NCCCNCCN(CCCN)CCCN tris(3-aminopropyl)ethylenediamine